C1(CCCCCC1)CC=1NC(N(N1)CC)=O 5-(cycloheptylmethyl)-2-ethyl-2,4-dihydro-3H-1,2,4-triazol-3-one